tert-butyl (1S,3R,4R)-3-[2-(4-{3-[(3-chloro-2-methoxyphenyl)amino]-4-oxo-1H,5H,6H,7H-pyrrolo[3,2-c]pyridin-2-yl}pyridin-3-yl)ethynyl]-2-azabicyclo[2.2.1]heptane-2-carboxylate ClC=1C(=C(C=CC1)NC1=C(NC2=C1C(NCC2)=O)C2=C(C=NC=C2)C#C[C@@H]2N([C@H]1CC[C@@H]2C1)C(=O)OC(C)(C)C)OC